FC(C(=O)O)(F)F.ClC=1C=CC=C2C=C(NC12)C(=O)N(C1CNCC1)C 7-chloro-N-methyl-N-(pyrrolidin-3-yl)-1H-indole-2-carboxamide 2,2,2-trifluoroacetate